N-isopropyl-2,2-diisopropylbutanamide C(C)(C)NC(C(CC)(C(C)C)C(C)C)=O